Methyl 4-(5-((5-fluoro-4-(6-phenylimidazo[1,2-a]pyridin-3-yl)pyrimidin-2-yl)amino)pyridin-2-yl)piperidine-1-carboxylate FC=1C(=NC(=NC1)NC=1C=CC(=NC1)C1CCN(CC1)C(=O)OC)C1=CN=C2N1C=C(C=C2)C2=CC=CC=C2